FC1=C(C(=CC=C1)F)C1CC(=NO1)C=1N=C(SC1)C1CCN(CC1)C(CN1C=NC2=C1C=C(C(=C2)C)C)=O 1-(4-(4-(5-(2,6-difluorophenyl)-4,5-dihydroisoxazol-3-yl)thiazol-2-yl)piperidin-1-yl)-2-(5,6-dimethyl-1H-benzimidazol-1-yl)-ethan-1-one